N-(4-(Cyclopropylmethoxy)phenyl)-3-(5-methyl-6-(methylsulfonamido)pyrazin-2-yl)benzamide C1(CC1)COC1=CC=C(C=C1)NC(C1=CC(=CC=C1)C1=NC(=C(N=C1)C)NS(=O)(=O)C)=O